O=S1(CCC(CC1)NC1=C2C=CN(C2=CC=C1)CC(F)(F)F)=O 4-[(1,1-dioxo-1λ6-thian-4-yl)amino]-1-(2,2,2-trifluoroethyl)-1H-indol